O=S1(CCC2=NC=CC(=C21)NC(=O)C=2C=NC(=CC2)C(F)(F)F)=O N-{1,1-dioxo-2H,3H-1λ6-thieno[3,2-b]pyridin-7-yl}-6-(trifluoromethyl)pyridine-3-carboxamide